NC=1C=2N(C3=CC(=CC=C3N1)C(=O)N(CC)CC1=C(C=C(C=C1)F)Cl)C=NC2 4-amino-N-(2-chloro-4-fluorobenzyl)-N-ethylimidazo[1,5-a]quinoxaline-8-carboxamide